2,6-bis((7,7,9,9-tetramethyl-1,4-dioxa-8-phosphaspiro[4.5]decan-8-yl)methyl)pyridine palladium(II) dihydrochloride Cl.Cl.[Pd+2].CC1(CC2(OCCO2)CC(P1CC1=NC(=CC=C1)CP1C(CC2(OCCO2)CC1(C)C)(C)C)(C)C)C